O1CCN(CC1)C1=CC=C(C=C1)CC(CC)=O 1-(4-morpholinophenyl)-butanone